C(C)(C)(C)OC(NCCCOC1=C(C=CC(=C1)OC)C1=CC=C(C=C1)C1=CC=C(C=C1)OCCCCC)=O tert-butyl(3-((4-methoxy-4''-(pentyloxy)-[1,1':4',1''-terphenyl]-2-yl)oxy)propyl)carbamate